3-(3-Chloro-4-(9-(3-chlorobenzyl)-6-(1-methylcyclopropoxy)-9H-purin-8-yl)phenoxy)-2,2-dimethylpropan-1-ol ClC=1C=C(OCC(CO)(C)C)C=CC1C=1N(C2=NC=NC(=C2N1)OC1(CC1)C)CC1=CC(=CC=C1)Cl